ClC=1C(=NC=C(C1C=N[S@@](=O)C(C)(C)C)OC)F (S)-N-((3-chloro-2-fluoro-5-methoxypyridin-4-yl)methylene)-2-methylpropane-2-sulfinamide